C(C1=C(C(=C(O1)[2H])[2H])[2H])(=O)[2H] [2H4]-furfural